OC1=C(C=CC(=C1)C=1C=NNC1)C1=CC=C(N=N1)C(=O)N1CCNCC1 (6-(2-hydroxy-4-(1H-pyrazol-4-yl)phenyl)-pyridazin-3-yl)-(piperazin-1-yl)meth-anone